[Na+].OC1=C(C=C(C=C1O)S(=O)(=O)[O-])S(=O)(=O)[O-].[Na+] 4,5-dihydroxybenzene-1,3-disulfonic acid sodium salt